C(=O)(OC(C)(C)C)[C@@](C(=O)O)(C(C)(C)O)N (2S)-2-Boc-amino-3-hydroxy-3-methylbutanoic acid